NC=1C(NC2=CC=C(C=C2C1C1=C2C=NNC2=CC(=C1)Cl)Cl)=O 3-amino-6-chloro-4-(6-chloro-1H-indazol-4-yl)-1H-quinolin-2-one